(5-octylsulfonyloximino-5H-thiophen-2-ylidene)-(2-methylphenyl)acetonitrile C(CCCCCCC)S(=O)(=O)C1C=CC(S1=NO)=C(C#N)C1=C(C=CC=C1)C